[Si](\C=C(\C)/CCC=C(C)C)(=O)O.C(#N)C1=CC=CC(=N1)NC1=NC=C(C(=N1)NC1=C(C(=CC=C1)C1=NN(C=N1)C)OC)C(=O)NC([2H])([2H])[2H] 2-[(6-Cyano-2-pyridyl)amino]-4-[2-methoxy-3-(1-methyl-1,2,4-triazol-3-yl)anilino]-N-(trideuteriomethyl)pyrimidine-5-carboxamide silanerate